(pyrazin-2-yl)methanon N1=C(C=NC=C1)C=O